ClC1=C(C=C(C(=O)N2CCN(CC2)CCCC=O)C=C1)N1C(NC(CC1)=O)=O 4-(4-(4-chloro-3-(2,4-dioxotetrahydropyrimidin-1(2H)-yl)benzoyl)piperazin-1-yl)butanal